phenylene ether acrylate C(C=C)(=O)O.C=12C(=CC=CC1)O2